C(C)OC1=C(C=CC(=N1)[C@H](CS(=O)(=O)C)N1C(N(C=2C1=NC=C(C2C)C2=CC=CC=C2)CC(F)(F)F)=O)OC (R)-3-(1-(6-ethoxy-5-methoxypyridin-2-yl)-2-(methylsulfonyl)ethyl)-7-methyl-6-phenyl-1-(2,2,2-trifluoroethyl)-1H-imidazo[4,5-b]pyridin-2(3H)-one